FC1=CC=C(C=C1)CCS(=O)(=O)NC1=C(C=C(OC2CN(C2)CC=2C=CC=C(C(=O)[O-])C2)C=C1)C(=O)OC 5-((3-(4-((2-(4-fluorophenyl)ethyl)sulfonamido)-3-(methoxycarbonyl)phenoxy)azetidin-1-yl)-methyl)-benzoate